C(C)(C)(C1=CC=CC=C1)[Si](OC(C)C)(OC(C)C)OC(C)C cumyl-triisopropoxysilane